1-((9-methyl-6-morpholino-8-(pyridin-4-yl)-9H-purin-2-yl)amino)-1-phenylethan-1-ol CN1C2=NC(=NC(=C2N=C1C1=CC=NC=C1)N1CCOCC1)NC(C)(O)C1=CC=CC=C1